1-(3-bromophenyl)-3-methylcyclobutanecarboxylic acid methyl ester COC(=O)C1(CC(C1)C)C1=CC(=CC=C1)Br